[Si].[Ca].[Si] silicon calcium salt silicon